(R)-(6-(4-(2-hydroxyphenyl)piperidin-1-yl)-2-azaspiro[3.4]Octane-2-yl)(oxetan-3-yl)methanone OC1=C(C=CC=C1)C1CCN(CC1)[C@H]1CC2(CN(C2)C(=O)C2COC2)CC1